C(CCCCCCC\C=C/CCCCCCCC)(=O)N (Z)-9-octadecenamide